C(C)OC(\C=C\C1=CNC2=C(C(=C(C(=C12)[2H])[2H])[2H])[2H])=O (E)-3-(1H-indol-3-yl-4,5,6,7-d4)acrylic acid ethyl ester